2-ethyl-5-((4-(4-(trifluoromethyl)piperidin-1-yl)phenyl)amino)isoindolin-1-one C(C)N1C(C2=CC=C(C=C2C1)NC1=CC=C(C=C1)N1CCC(CC1)C(F)(F)F)=O